di((9Z,12Z)-octadeca-9,12-dien-1-yl) 2,3-bis(((3-(piperidin-1-yl)propyl)-carbamoyl)oxy)succinate N1(CCCCC1)CCCNC(=O)OC(C(=O)OCCCCCCCC\C=C/C\C=C/CCCCC)C(C(=O)OCCCCCCCC\C=C/C\C=C/CCCCC)OC(NCCCN1CCCCC1)=O